3-(trimethylsilyl)propanesulfonic acid sodium salt [Na+].C[Si](CCCS(=O)(=O)[O-])(C)C